1-Benzyl-N-[(6S)-4-methyl-2-[2-(2-oxa-5-azabicyclo[2.2.1]heptan-5-yl)ethyl]-5-oxo-7,8-dihydro-6H-pyrazolo[1,5-a][1,3]diazepin-6-yl]-1,2,4-triazol-3-carboxamid C(C1=CC=CC=C1)N1N=C(N=C1)C(=O)N[C@@H]1C(N(C=2N(CC1)N=C(C2)CCN2C1COC(C2)C1)C)=O